N(=O)CC(C)(C)O nitrosotertiary butanol